N-cyclohexyl-7-morpholino-5-[(2E)-2-(m-tolylmethylene)hydrazino]thiazolo[4,5-d]pyrimidine-2-carboxamide C1(CCCCC1)NC(=O)C=1SC2=C(N=C(N=C2N2CCOCC2)N/N=C/C=2C=C(C=CC2)C)N1